C(C1=CC=CC=C1)ON1C(C=C(C=C1C)NC=1OC(=CN1)C1=CC=C(C=C1)C(F)(F)F)=O 1-(Benzyloxy)-6-methyl-4-((5-(4-(trifluoromethyl)phenyl)oxazol-2-yl)amino)pyridin-2(1H)-one